C(C)C1=NC(=C(C(=O)O)C=C1)N.NC1=C(C(=O)OCC)C=CC=N1 Ethyl 2-aminonicotinate (ethyl 2-aminonicotinate)